C(CCCCCC=CC=CC)=O 7,9-undecadienal